CC1(CC(N(CCC1)S(=O)(=O)C1=CC2=CC=CC=C2C=C1)C=CC1=CC=CC=C1)C 4,4-dimethyl-1-(naphthalen-2-ylsulfonyl)-2-styrylazepane